tert-butyl ((1'-(4-amino-2-fluorophenyl)-[1,4'-bipiperidin]-4-yl)methyl)carbamate NC1=CC(=C(C=C1)N1CCC(CC1)N1CCC(CC1)CNC(OC(C)(C)C)=O)F